C(C)(C)(C)OC(=O)N1CCC(CC1)N1C(C=CC(=C1)Br)=O 4-(5-bromo-2-oxopyridin-1(2H)-yl)piperidine-1-carboxylic acid tert-butyl ester